2-[(2,5-dichloro-phenyl)methyl]-4,4-dimethyl-3-isoxazolidinone ClC1=C(C=C(C=C1)Cl)CN1OCC(C1=O)(C)C